8-[(3-{8-bromo-3-[(trifluoromethyl)sulfanyl]indolizin-2-yl}prop-2-yn-1-yl)amino]-N-methyl-[1,2,4]triazolo[4,3-a]pyridine-6-carboxamide BrC1=CC=CN2C(=C(C=C12)C#CCNC=1C=2N(C=C(C1)C(=O)NC)C=NN2)SC(F)(F)F